3-(5-chloro-2,3-dihydroxybenzylideneamino)-1-hydroxy-4-(4-hydroxyphenyl)butan-2-one ClC=1C=C(C(=C(C=NC(C(CO)=O)CC2=CC=C(C=C2)O)C1)O)O